C1CC12CN(C2)C2=CC=C(C(=N2)Cl)CN2C=NC(=C2)C(=O)OCC ethyl 1-[(6-{5-azaspiro[2.3]hex-5-yl}-2-chloropyridin-3-yl) methyl]-1H-imidazole-4-carboxylate